Trimethylolpropane neodecanoate C(CCCCCC(C)(C)C)(=O)O.C(O)C(CC)(CO)CO